4-(imidazo[1,2-b]pyridazin-6-yl)phenol N=1C=CN2N=C(C=CC21)C2=CC=C(C=C2)O